CN1N=CC(=C1)N1N=C(N=N1)C1=CN=C(S1)NC1=NC(=CC(=C1)CN1CCOCC1)N[C@@H]1CNCCC1 (S)-N2-(5-(2-(1-methyl-1H-pyrazol-4-yl)-2H-tetrazol-5-yl)thiazol-2-yl)-4-(morpholinomethyl)-N6-(piperidin-3-yl)pyridine-2,6-diamine